(3-bromophenyl)-3-methylbutanoic acid BrC=1C=C(C=CC1)C(C(=O)O)C(C)C